C[C@@H]1CN(CCC1)CC=1C=C(C(=NC1)C=O)C(F)(F)F 5-[[(3s)-3-methyl-1-piperidyl]methyl]-3-(trifluoromethyl)pyridine-2-carbaldehyde